[SiH3][O-].[Ti+4].[SiH3][O-].[SiH3][O-].[SiH3][O-] titanium silanolate